Cl.COC=1C=C2C=NC=NC2=CC1OC 6,7-dimethoxyquinazoline hydrochloride